5-chloro-2-(4-fluoro-2-methylphenoxy)-4-methyl-N-(3-(S-methylsulfonyl)phenyl)nicotinamide ClC=1C=NC(=C(C(=O)NC2=CC(=CC=C2)S(=O)(=O)C)C1C)OC1=C(C=C(C=C1)F)C